(R)-8-bromo-3-(3,3-difluoro-2-hydroxypropyl)-7-methyl-3,7-dihydro-1H-purine-2,6-dione BrC1=NC=2N(C(NC(C2N1C)=O)=O)C[C@H](C(F)F)O